NC1=CC=C(C=C1)CC1=CC=C(C=C1)CC1=CC=C(C=C1)N 1,4-bis(4-aminophenylmethyl)benzene